C(C)(C)C1=NN(C=C1C=O)C1=NC(=NC=C1C)NC1=C(C=C(C(=C1)[N+](=O)[O-])N1CCOCC1)OC 3-isopropyl-1-(2-(2-methoxy-4-morpholino-5-nitrophenylamino)-5-methylpyrimidine-4-yl)-1H-pyrazole-4-carbaldehyde